4-(9-ethyl-2-hydrazinyl-8-(pyridin-4-yl)-9H-purin-6-yl)morpholine C(C)N1C2=NC(=NC(=C2N=C1C1=CC=NC=C1)N1CCOCC1)NN